C[Si](CCOCOCOCC[Si](C)(C)C)(C)C 2-(trimethylsilyl)ethoxymethyl ether